O1C(=CC=C1)C1=NN=C(O1)C=1C=C(N)C=CC1 3-(5-(furan-2-yl)-1,3,4-oxadiazol-2-yl)aniline